4-(2-phenylbutyl)resorcinol C1(=CC=CC=C1)C(CC1=C(C=C(O)C=C1)O)CC